[4-(3-hydroxyprop-1-yn-1-yl)phenyl]acetonitrile OCC#CC1=CC=C(C=C1)CC#N